2,4,4-trimethyl-3,4-dihydroisoquinolin CN1CC2=CC=CC=C2C(C1)(C)C